N-(1-methylcyclopropyl)carbamic acid tert-butyl ester C(C)(C)(C)OC(NC1(CC1)C)=O